NC=1C=CC(=NC1C1=CCC(CC1)(C)C)N1CC2COCC(C1)N2C(=O)OC(C)(C)C tert-butyl 7-[5-amino-6-(4,4-dimethylcyclohexen-1-yl)-2-pyridyl]-3-oxa-7,9-diazabicyclo[3.3.1]nonane-9-carboxylate